FC=1C=C2C(CC3(N(C2=CC1)CC1=CC=C(C=C1)OC)CCNCC3)=O 6'-fluoro-1'-(4-methoxybenzyl)-4'-oxo-3',4'-dihydro-1'H-spiro[piperidine-4,2'-quinoline]